(R)-9-methyl-N-(4-(1-methyl-1H-pyrazol-4-yl)-2-sulfamoylphenyl)-6-oxo-6,7,8,9-tetrahydropyrido[3',2':4,5]pyrrolo[1,2-a]pyrazine-2-carboxamide C[C@@H]1CNC(C=2N1C1=C(C2)C=CC(=N1)C(=O)NC1=C(C=C(C=C1)C=1C=NN(C1)C)S(N)(=O)=O)=O